NC(C(=O)OCC)C(=N)N ethyl 2,3-diamino-3-iminopropionate